5-hydroxy-6-(trifluoromethyl)pyridine-2-carboxylic acid OC=1C=CC(=NC1C(F)(F)F)C(=O)O